FC(C1=CC=C(C=N1)NC(=O)C1=NC(=NC=C1)C1=CN=CS1)F N-(6-(difluoromethyl)pyridin-3-yl)-2-(thiazol-5-yl)pyrimidine-4-carboxamide